C(C)(C)(C)OC(=O)N1CC(C2(CC1)COC1=C2C=CC(=C1C=O)C(=O)O)O (tert-Butoxycarbonyl)-7-formyl-3'-hydroxy-2H-spiro[benzofuran-3,4'-piperidine]-6-carboxylic acid